pyridin-2-ylmethyl-1,1-bis(pyridin-2-yl)-2-phenyl-1-aminoethane N1=C(C=CC=C1)CC(C(N)(C1=NC=CC=C1)C1=NC=CC=C1)C1=CC=CC=C1